2-(7-((2S,5R)-4-(1-(benzo[d]thiazol-2-yl)ethyl)-2,5-diethylpiperazin-1-yl)-4-methyl-5-oxo-4,5-dihydro-2H-pyrazolo[4,3-b]pyridin-2-yl)acetonitrile S1C(=NC2=C1C=CC=C2)C(C)N2C[C@@H](N(C[C@H]2CC)C=2C=1C(N(C(C2)=O)C)=CN(N1)CC#N)CC